ClC1=CC2=C(N(C(=N2)OC)CCCC(=O)N)C=C1OC [2-(5-Chloro-2,6-dimethoxybenzoimidazol-1-yl)ethyl]acetamide